(S)-(1-(7-isopropoxy-2-((1-(3,4,5-trimethoxyphenyl)-1H-imidazol-4-yl)amino)quinazolin-4-yl)pyrrolidin-2-yl)methanol C(C)(C)OC1=CC=C2C(=NC(=NC2=C1)NC=1N=CN(C1)C1=CC(=C(C(=C1)OC)OC)OC)N1[C@@H](CCC1)CO